N1N=CC2=C(C=CC=C12)CN1N=CC2=C(C1=O)N(C1=C2C=CC(=N1)CC1=C(C=CC=C1)F)C 7-((1H-indazol-4-yl)methyl)-2-(2-fluorobenzyl)-9-methyl-7,9-dihydro-8H-pyrido[3',2':4,5]pyrrolo[2,3-d]pyridazin-8-one